methyl 5-(bromomethyl)-2-iodobenzoate BrCC=1C=CC(=C(C(=O)OC)C1)I